(S)-6-(4-chlorophenyl)-N-(1-(3-chloro-4-methoxyphenyl)ethyl)-2-(1-methyl-1H-pyrazol-4-yl)pyrimidine-4-formamide ClC1=CC=C(C=C1)C1=CC(=NC(=N1)C=1C=NN(C1)C)C(=O)N[C@@H](C)C1=CC(=C(C=C1)OC)Cl